1,3-Dipropyl-5-ethylcyclohexan C(CC)C1CC(CC(C1)CC)CCC